5-isoPropylisoquinoline C(C)(C)C1=C2C=CN=CC2=CC=C1